(phenyl)(diphenylcarbazolylphenyl)(dibenzothiophenyl)triazine C1(=CC=CC=C1)C1=C(C(=NN=N1)C1=CC=CC=2SC3=C(C21)C=CC=C3)C3=C(C(=C(C=C3)C3=CC=CC=C3)C3=CC=CC=C3)C3=CC=CC=2C1=CC=CC=C1NC32